O1COCC2=C1C=CC=C2C=O benzo[d][1,3]dioxin-5-carbaldehyde